2,9-Diisopropyl-1,10-phenanthroline-5,6-dione C(C)(C)C1=NC=2C3=NC(=CC=C3C(C(C2C=C1)=O)=O)C(C)C